OC1=CC(=C2C=CC=NC2=C1)C1(CC1)C=1C(=C(C(=O)N)C=C(C1)OCC1N(CC1)C)C (1-(7-hydroxyquinolin-5-yl)cyclopropyl)-2-methyl-5-((1-methylazetidin-2-yl)methoxy)benzamide